CS(=O)(=O)OC(C(=O)[O-])C [(methanesulfonyl)oxy]propanoate